FC=1C=C2C=NN(C2=C(C1O)F)C1=CC=C(C=C1)N1CC2(C1)CCS(CC2)(=O)=O 2-(4-(5,7-Difluoro-6-hydroxy-1H-indazol-1-yl)phenyl)-7-thia-2-azaspiro[3.5]nonane 7,7-dioxide